ClC1=NN2C(N=CC3=C2C(CN3)(C(F)(F)F)C=3C=NN(C3)C)=C1 2-chloro-8-(1-methyl-1H-pyrazol-4-yl)-8-(trifluoromethyl)-7,8-dihydro-6H-pyrazolo[1,5-a]pyrrolo[2,3-e]pyrimidine